3,4-dimethoxycinnamyl alcohol COC=1C=C(C=CCO)C=CC1OC